C1(=CC=C(C=C1)C=1OCCN1)C=1OCCN1 p-phenylene-bis(1,3-oxazoline)